C1(CC1)NC=1C2=C(N=C(N1)C1=CC(=CC=C1)F)N(C(=C2)C)S(=O)(=O)C2=CC=C(C)C=C2 N-cyclopropyl-2-(3-fluorophenyl)-6-methyl-7-tosyl-7H-pyrrolo[2,3-d]pyrimidin-4-amine